C(C)(C)(C)OC(CCCN(CCCC(OC(CCCCCCC)CCCCCCC)=O)S(=O)(=O)C1=CC=C(C=C1)[N+](=O)[O-])=O 4-(4-Nitro-N-(4-oxo-4-(pentadec-8-yloxy)butyl)phenylsulfonylamino)butanoic acid tert-butyl ester